ClC1=CC(=NC(=C1)C1=CC(=CC=C1)C1=NOC(=C1)[C@]1(C(N(CC1)C)=O)O)C(=O)O (R)-4-chloro-6-(3-(5-(3-hydroxy-1-methyl-2-oxopyrrolidin-3-yl)isoxazol-3-yl)phenyl)picolinic acid